2-(7-{5-chloro-2-[(oxacyclohex-4-yl)amino]pyrimidin-4-yl}-1-oxo-1,2,3,4-tetrahydroisoquinolin-2-yl)-N-[(1S)-2-hydroxy-1-(3-methoxyphenyl)ethyl]acetamide ClC=1C(=NC(=NC1)NC1CCOCC1)C1=CC=C2CCN(C(C2=C1)=O)CC(=O)N[C@H](CO)C1=CC(=CC=C1)OC